4-cyclopropyl-N-((2-(6-((1R,5S)-7-methyl-3-oxa-7,9-diazabicyclo[3.3.1]nonan-9-yl)pyridin-2-yl)-1,6-naphthyridin-7-yl)methyl)-3-(methylsulfonyl)benzamide C1(CC1)C1=C(C=C(C(=O)NCC2=NC=C3C=CC(=NC3=C2)C2=NC(=CC=C2)N2[C@H]3COC[C@@H]2CN(C3)C)C=C1)S(=O)(=O)C